N1C(=NC=C1)S(=O)(=O)N1C[C@H](CC1)C(=O)N1CCN(CC1)C1=CC=NC2=CC(=C(C=C12)F)F (S)-(1-((1H-imidazol-2-yl)sulfonyl)pyrrolidin-3-yl)(4-(6,7-difluoroquinolin-4-yl)piperazin-1-yl)methanone